FC([C@H]1N(S(OC1)(O)O)C=1N=C2N(CCOC3=C2C=CC(=C3)N[C@H](C(=O)N)C)C1)F (S)-2-((2-((S)-4-(difluoromethyl)-2,2-dihydroxy-1,2,3-oxathiazolidin-3-yl)-5,6-dihydrobenzo[f]imidazo[1,2-d][1,4]oxazepin-9-yl)amino)propionamide